C(C)(C)(C)OC(=O)N1CCC2(CN(C2)C2=CC=C(C=C2)B2OC(C(O2)(C)C)(C)C)CC1.BrC(C(=O)NC1=NC=C(C=C1)COC1CC1)C 2-bromo-N-(5-(cyclopropoxymethyl)pyridin-2-yl)propanamide tert-Butyl-2-[4-(4,4,5,5-tetramethyl-1,3,2-dioxaborolan-2-yl)phenyl]-2,7-diazaspiro[3.5]nonane-7-carboxylate